2-(2-Boc-hydrazino)-2-isopropyl-3-methylbutanoic acid C(=O)(OC(C)(C)C)NNC(C(=O)O)(C(C)C)C(C)C